C(CCC)N1N=C(C(=C1C(C)(C)C)O)CCC 1-n-Butyl-5-tert-butyl-4-hydroxy-3-n-propyl-pyrazol